O[C@@H]1C[C@H](N(C1)C(=O)OC(C)(C)C)C(=O)N1CCC(CC1)SC1=CC=C(C=C1)[N+](=O)[O-] tert-butyl (2S,4R)-4-hydroxy-2-[4-(4-nitrophenyl)sulfanylpiperidine-1-carbonyl]pyrrolidine-1-carboxylate